FC1(CC(C1)CN[C@@H]1[C@@H](CCCC1)N(C=1C=C2C(N(C(C2=CC1)=O)C1C(NC(CC1)=O)=O)=O)C)F 5-(((1R,2S)-2-(((3,3-Difluorocyclobutyl)methyl)amino)cyclohexyl)(methyl)amino)-2-(2,6-dioxopiperidin-3-yl)isoindolin-1,3-dion